[Na+].[Na+].[C@@H]12[C@H]([C@H]([C@@H](CC1)C2)C(=O)[O-])C(=O)[O-] (1R,2R,3S,4S)-bicyclo[2.2.1]heptane-2,3-dicarboxylic acid, disodium salt